methyl 2-amino-5-cyclopropyl-3-fluorobenzoate NC1=C(C(=O)OC)C=C(C=C1F)C1CC1